FC1(CN(C1)C1=CC(=NC=C1)N1N=CC(=C1)S(=O)(=O)NC=1C=CC=C2C=NN(C12)C)F 1-[4-(3,3-difluoroazetidin-1-yl)pyridin-2-yl]-N-(1-methylindazol-7-yl)pyrazole-4-sulfonamide